2-cyano-4-methyl-4-(tetrahydro-2H-pyran-4-yl)pent-2-enoic acid C(#N)C(C(=O)O)=CC(C)(C1CCOCC1)C